1,2,4-thiadiazolidin S1NCNC1